FC=1C=NC(=NC1)C1=C(C=NC=C1)OC 4-(5-fluoropyrimidin-2-yl)-3-Methoxypyridine